2-(isopropylsulfonyl)-1,2,3,4-tetrahydroisoquinolin C(C)(C)S(=O)(=O)N1CC2=CC=CC=C2CC1